ClC=1C=NC=C(C1)C(=O)N1CCC(CC1)=C(C1=CC=CC=C1)C1=CC=CC=C1 3-chloro-5-[4-(diphenylmethylidene)piperidine-1-carbonyl]pyridine